C1(=CC=CC=C1)C1=NC=CC(=N1)C=1N=C(C2=C(N1)C=C(C=N2)C2=NNC=C2)N2CCOCC2 4-(2-(2-phenylpyrimidin-4-yl)-7-(1H-pyrazol-3-yl)pyrido[3,2-d]pyrimidin-4-yl)morpholine